6-(2-fluoro-6-(methoxymethoxy)-4-methylphenyl)-3-(methylthio)-1,2,4-triazine FC1=C(C(=CC(=C1)C)OCOC)C1=CN=C(N=N1)SC